methyl 1-(1-(4-bromo-2-methylphenyl)ethyl)piperidine-4-carboxylate BrC1=CC(=C(C=C1)C(C)N1CCC(CC1)C(=O)OC)C